3-(trifluoromethyl)quinolin FC(C=1C=NC2=CC=CC=C2C1)(F)F